4-(2-methoxyl)ethylphenol O(C)CCC1=CC=C(C=C1)O